N1(CCCCC1)C(=O)C=1C=NN2C1C=CC=C2C=2C=C(C(=O)NC=1C=NC=CC1)C=CC2 3-(3-(piperidine-1-carbonyl)pyrazolo[1,5-a]pyridine-7-yl)-N-(Pyridin-3-yl)benzamide